[N+](=O)([O-])C=1C=C(C=CC1)S(=O)(=O)OC[C@H]1CO1 (R)-(+)-glycidyl m-nitrobenzenesulfonate